C(CCCCC)C(C(=O)OCCCCCCC(OC(NCCOCCN(C)C)=O)CCCCCCOC(C(CCCCCCCC)CCCCCC)=O)CCCCCCCC 11-{6-[(2-hexyl-1-oxodecyl) oxy] hexyl}-2-methyl-9-oxo-2,8-diaza-5,10-dioxaheptadec-17-yl 2-hexyldecanoate